1-(4-((1,1-dioxidothiomorpholino)methyl)-3,5-difluorophenyl)ethan-1-one O=S1(CCN(CC1)CC1=C(C=C(C=C1F)C(C)=O)F)=O